((1s,3s)-3-((4-(3-isopropyl-2-(tetrahydro-2H-pyran-2-yl)-2H-indazol-5-yl) pyrimidin-2-yl) amino) cyclopentyl) carbamate C(N)(O[C@@H]1C[C@H](CC1)NC1=NC=CC(=N1)C1=CC2=C(N(N=C2C=C1)C1OCCCC1)C(C)C)=O